4-{2-chloro-9-[(3S)-1-{[(2-methyl-2-propanyl)oxy]carbonyl}-3-pyrrolidinyl]-8-oxo-8,9-dihydro-7H-purine-7-yl}benzoic acid ClC1=NC=C2N(C(N(C2=N1)[C@@H]1CN(CC1)C(=O)OC(C)(C)C)=O)C1=CC=C(C(=O)O)C=C1